C(C=C)[C@H]1[C@@H]([C@H]([C@H]([C@H](O1)CO)O)O)N (2R,3R,4R,5R,6S)-6-allyl-5-amino-2-(hydroxymethyl)tetrahydro-2H-pyran-3,4-diol